(E)-2-((methylimino)methyl)-5-(trifluoromethyl)phenol C\N=C\C1=C(C=C(C=C1)C(F)(F)F)O